FC(C1=C(C=NC=C1)N1C[C@@H](CCC1)CN1C[C@@H](C([C@@H](C1)OCC1=CC=CC=C1)OCC1=CC=CC=C1)OCC1=CC=CC=C1)(F)F 4-(trifluoromethyl)-3-((S)-3-(((3S,4S,5R)-3,4,5-tris(benzyloxy)piperidin-1-yl)methyl)piperidin-1-yl)pyridine